C12COCC(CC1)N2C(=O)OC2=CC=C(C=C2)[N+](=O)[O-] 4-nitrophenyl 3-oxa-8-azabicyclo[3.2.1]octane-8-carboxylate